Cl.N[C@H](C(C1CC1)C1CC1)C=1OC2=C(N1)C=C(C=C2)[C@H](COC)N2C(N[C@@H](C2)C(F)(F)F)=O |o1:2,19| (S)-1-((R or S)-1-(2-((R or S)-1-amino-2,2-dicyclopropylethyl)benzo[d]oxazol-5-yl)-2-methoxyethyl)-4-(trifluoromethyl)imidazolidin-2-one hydrochloride